N-(5-((4-(bicyclo[1.1.1]pentan-1-ylamino)-5-cyanopyrimidin-2-yl)amino)-2-((2-(dimethylamino)ethyl)(methyl)amino)-4-methoxyphenyl)propionamide C12(CC(C1)C2)NC2=NC(=NC=C2C#N)NC=2C(=CC(=C(C2)NC(CC)=O)N(C)CCN(C)C)OC